gallium (ethanol) C(C)O.[Ga]